O=C1N(C=2C(=NC=CC2)N1)C1CCN(CC1)C(=O)OC(C)(C)C tert-butyl 4-(2-oxo-2,3-dihydro-1H-imidazo[4,5-b]pyridin-1-yl)-piperidine-1-carboxylate